ClC=1C(=CC2=C(C[C@@](O2)([C@H]2NCCC2)C2=CC=CC=C2)C1C1=C(C(=O)N)C=CC(=C1F)OC[C@H](C)O)F 2-((2s,4r)-5-chloro-6-fluoro-2-phenyl-2-((S)-pyrrolidin-2-yl)-2,3-dihydrobenzofuran-4-yl)-3-fluoro-4-((S)-2-hydroxypropoxy)benzamide